6-Nitro-2-(piperazin-1-yl)benzo[d]oxazole [N+](=O)([O-])C1=CC2=C(N=C(O2)N2CCNCC2)C=C1